ClC=1C=CC2=C(N=C(O2)C2CC3(CC(C3)C=3C(=NC=CC3C(=O)NC)S(=O)(=O)C)C2)C1 [6-(5-chloro-1,3-benzoxazol-2-yl)spiro[3.3]Heptane-2-yl]-N-methyl-2-methylsulfonyl-pyridine-4-carboxamide